The molecule is a nucleotide-amino acid that is the N(6)-L-threonylcarbamoyl derivative of 2-thioadenine 5'-monophosphate. It is a nucleotide-amino acid, a member of ureas, an aryl thiol and a L-threonine derivative. It derives from an adenosine 5'-monophosphate. C[C@H]([C@@H](C(=O)O)NC(=O)NC1=C2C(=NC(=S)N1)N(C=N2)[C@H]3[C@@H]([C@@H]([C@H](O3)COP(=O)(O)O)O)O)O